COC1(OC(C=C1)OC)COC(C)=O (2,5-dimethoxy-2,5-dihydrofuran-2-yl)methylacetate